Acetonitrile methyl-sulfate COS(=O)(=O)O.C(C)#N